BrCC1=C(C=NN1C1=NC=CC(=C1)CC1=CC(=CC(=C1)C(F)(F)F)F)C(=O)OCC Ethyl 5-(bromomethyl)-1-(4-(3-fluoro-5-(trifluoromethyl) benzyl) pyridin-2-yl)-1H-pyrazole-4-carboxylate